NC=1C(=NC(=NC1)C1=CC2=C(C(=CC=C2C=C1)OC)NCC(=C)C#N)C(=O)NC1CCC(CC1)N(C)C 5-amino-2-{8-[(2-cyano-2-methylideneethyl)amino]-7-methoxynaphthalen-2-yl}-N-[(1s,4s)-4-(dimethylamino)cyclohexyl]pyrimidine-4-carboxamide